FC1CC(CNC1)NC([O-])=O 5-fluoropiperidin-3-ylcarbamate